C(C)OC(NC1=C(C=C(C=C1)CNC1=CC=C(C=C1)C#N)N)=O {2-Amino-4-[(4-cyanophenylamino)methyl]phenyl}carbamic acid ethyl ester